bis-(4-aminophenyl)-1,4-diazepane NC1=CC=C(C=C1)N1CCN(CCC1)C1=CC=C(C=C1)N